ClC1=C(C=C(C(=N1)I)C[C@H](C(C)(C)C)NC(OC(C)(C)C)=O)O (R)-tert-Butyl (1-(6-chloro-5-hydroxy-2-iodopyridin-3-yl)-3,3-dimethylbutan-2-yl)carbamate